C(CCC)[SnH](CCCC)CCCC tri(n-butyl)tin hydride